3-(3-(2,5-dimethoxyphenyl)-4-thiazolinonyl)-N-(4-(thiophen-2-yl)butyl)benzamide COC1=C(C=C(C=C1)OC)N1C(SC=C1C=1C=C(C(=O)NCCCCC=2SC=CC2)C=CC1)=O